FC1=CC=C(C=C1)CCN(C([O-])=O)CCC=O N-[2-(4-fluorophenyl)ethyl]-N-(3-oxopropyl)carbamate